3-methyl-8-amino-2,3,4,5-tetrahydro-1H-benzo[d]azepin-7-ol CN1CCC2=C(CC1)C=C(C(=C2)N)O